C1(CC1)C=1C(=NN2C1C(NC(=C2)C2=CC(=C(C=C2)Cl)Cl)=O)C(=O)N[C@H](C(C)(C)O)C2=CC=C(C=C2)F 3-Cyclopropyl-6-(3,4-dichlorophenyl)-N-[(1S)-1-(4-fluorophenyl)-2-hydroxy-2-methylpropyl]-4-oxo-4,5-dihydropyrazolo[1,5-a]pyrazine-2-carboxamide